(R)-2-methyl-5-(piperidin-4-ylamino)-N-(1-(3-(5-(pyrrolidin-1-ylmethyl)thiophen-2-yl)phenyl)ethyl)benzamide CC1=C(C(=O)N[C@H](C)C2=CC(=CC=C2)C=2SC(=CC2)CN2CCCC2)C=C(C=C1)NC1CCNCC1